ClC=1C(=C2C=NNC2=CC1C)C=1C(=NN(C1C)C1CC2(CN(C2)C(C=C)=O)C1)C=1C=C2C=NN(C2=CC1)CCN1C[C@H](CC1)F (S)-1-(6-(4-(5-chloro-6-methyl-1H-indazol-4-yl)-3-(1-(2-(3-fluoropyrrolidin-1-yl)ethyl)-1H-indazol-5-yl)-5-methyl-1H-pyrazol-1-yl)-2-azaspiro[3.3]hept-2-yl)prop-2-en-1-one